di(sulfosuccinimidyl) oxalate C(C(=O)ON1C(C(CC1=O)S(=O)(=O)O)=O)(=O)ON1C(C(CC1=O)S(=O)(=O)O)=O